lignoceryl pentadecylate C(CCCCCCCCCCCCCC)(=O)OCCCCCCCCCCCCCCCCCCCCCCCC